FC1=C(C=CC(=C1)F)[C@H](C)NC(CN1C(NC2=C(C1)N=C(C=C2)C(F)(F)F)=O)=O N-[(1S)-1-(2,4-Difluorophenyl)ethyl]-2-[2-oxo-6-(trifluoromethyl)-1H,4H-pyrido[3,2-d]pyrimidin-3-yl]acetamide